4-(2-cyclopropyl-1H-pyrrolo[2,3-b]pyridin-4-yl)-6-[4-ethanesulfonyl-2-(trifluoromethyl)piperazin-1-yl]-1H-pyridin-2-one C1(CC1)C1=CC=2C(=NC=CC2C2=CC(NC(=C2)N2C(CN(CC2)S(=O)(=O)CC)C(F)(F)F)=O)N1